CN1N=NC(=C1)C1=CC=C2C(=CNC2=C1)C([C@H](C1=CC=CC=C1)NCCC1=CC=C(C=C1)S(=O)(=O)N)=O |r| (S)- and (R)-4-(2-((2-(6-(1-methyl-1H-1,2,3-triazol-4-yl)-1H-indol-3-yl)-2-oxo-1-phenylethyl)amino)eth-yl)benzenesulfonamide